CC1=C(C=CC(=C1)CN2C=NC3=C2C[C@H](N(C3)C(=O)C(C4=CC=CC=C4)C5=CC=CC=C5)C(=O)O)N(C)C The molecule is an imidazopyridine consisting of 4,5,6,7-tetrahydro-1H-imidazo[4,5-c]pyridine having 4-(dimethylamino)-3-methylbenzyl, diphenylacetyl and carboxy and groups at positions 1, 5 and 6 respectively It has a role as a vasoconstrictor agent, an endothelin receptor antagonist and an angiotensin receptor antagonist.